Benzyl 3-(3-cyclobutoxyphenyl)-3-(4-methyl-2-(2-oxopyridin-1(2H)-yl)pentanamido)propanoate C1(CCC1)OC=1C=C(C=CC1)C(CC(=O)OCC1=CC=CC=C1)NC(C(CC(C)C)N1C(C=CC=C1)=O)=O